C(CCC)[Si](N[Si](CCCC)(C)C)(C)C 1,3-di-n-butyl-tetramethyldisilazane